FC=1C(=C(C=CC1F)C(C)=O)O 1-(3,4-Difluoro-2-hydroxyphenyl)ethan-1-one